ethyl formylformate C(=O)C(=O)OCC